[Cl-].C[N+](CC=C)(CC=C)C dimethyldiallyl-ammonium chloride